CC1=C(C=C(C(=C1)OC1=CC(=NN1C)C)Cl)/N=C/N(C)CC (E)-N'-[2-methyl-4-(1,3-dimethyl-1H-pyrazole-5-oxy)-5-chlorophenyl]-N-ethyl-N-methylformamidine